C1(CC1)[C@@](\C=C\S(=O)(=O)C)([2H])NC(=O)C=1C(=NC(=NC1)C(C)(F)F)OC1=CC=CC=C1 (R,E)-N-(1-cyclopropyl-3-(methylsulfonyl)allyl-1-d)-2-(1,1-difluoroethyl)-4-phenoxypyrimidine-5-carboxamide